C1(=CC=C(C=C1)N=C=NCC)N=C=NCC p-phenylenebis(ethyl-carbodiimide)